N-[9-[5-[[bis(4-methoxyphenyl)-phenyl-methoxy]methyl]-4-[2-cyanoethoxy-(diisopropylamino)phosphanyl]oxy-tetrahydrofuran-2-yl]purin-6-yl]-N-isopropyl-benzamide COC1=CC=C(C=C1)C(OCC1C(CC(O1)N1C2=NC=NC(=C2N=C1)N(C(C1=CC=CC=C1)=O)C(C)C)OP(N(C(C)C)C(C)C)OCCC#N)(C1=CC=CC=C1)C1=CC=C(C=C1)OC